C(CCCCCCC)OC1=C(SC=C1)C(=O)NC=1C=NC=CC1 3-octoxy-N-(pyridin-3-yl)thiophene-2-carboxamide